ClC=1C(=CC(=C(C1)S(=O)(=O)NC1=NC=NC=C1)F)N[C@@H]1[C@H](C[C@H](CC1)C1=CC(=CC=C1)OC1CC1)N(C)C 5-chloro-4-(((1S,2S,4S)-4-(3-cyclopropoxyphenyl)-2-(dimethylamino)cyclohexyl)amino)-2-fluoro-N-(pyrimidin-4-yl)benzenesulfonamide